C(CCC)C1=CC=C(O1)CCC1=CC(=C(C=C1)O)OC 4-[2-(5-butylfuryl)-ethyl]-2-methoxyphenol